iridium(III) trifluoromethanesulfonate FC(S(=O)(=O)[O-])(F)F.[Ir+3].FC(S(=O)(=O)[O-])(F)F.FC(S(=O)(=O)[O-])(F)F